2-(2-bromo-4-chloro-5-methoxy-phenyl)oxazole BrC1=C(C=C(C(=C1)Cl)OC)C=1OC=CN1